tert-butyl ((7-(5-amino-4-cyano-1-(1,1,1-trifluoropropan-2-yl)-1H-pyrazol-3-yl)-2-oxo-2,3-dihydrobenzo[d]oxazol-4-yl)methyl)carbamate NC1=C(C(=NN1C(C(F)(F)F)C)C1=CC=C(C=2NC(OC21)=O)CNC(OC(C)(C)C)=O)C#N